FC1=NC=C(C=N1)B1OC(C(O1)(C)C)(C)C 2-fluoro-5-(4,4,5,5-tetramethyl-1,3,2-dioxaborolan-2-yl)pyrimidine